(Z)-N-(3-bromo-4-fluorophenyl)-N'-hydroxy-4-((2-hydroxyethyl)amino)-1,2,5-oxadiazole-3-carboxamidine BrC=1C=C(C=CC1F)N\C(=N/O)\C1=NON=C1NCCO